coumarin diselenide [SeH-]=[Se].O1C(=O)C=CC2=CC=CC=C12